Bis(3-methylbenzoyl) peroxide CC=1C=C(C(=O)OOC(C2=CC(=CC=C2)C)=O)C=CC1